CCCCCCCCCCCCCC(=O)OC[C@H](COP(=O)(O)OC[C@@H](C(=O)O)N)OC(=O)CCCCCCC/C=C\CCCC 1-tetradecanoyl-2-(9Z-tetradecenoyl)-glycero-3-phosphoserine